(S)-3-(5-(4-((1-(4-((1R,2R)-2-Cyclobutyl-6-hydroxy-1,2,3,4-tetrahydronaphthalen-1-yl)phenyl)piperidin-4-yl)methyl)piperazin-1-yl)-1-oxoisoindolin-2-yl)piperidine-2,6-dione C1(CCC1)[C@@H]1[C@@H](C2=CC=C(C=C2CC1)O)C1=CC=C(C=C1)N1CCC(CC1)CN1CCN(CC1)C=1C=C2CN(C(C2=CC1)=O)[C@@H]1C(NC(CC1)=O)=O